S1C(=NC2=C1C=CC=C2)NC2=C(C1=C(N=N2)N(CCC1)C=1SC(=C(N1)C(=O)O)CCCOC1=C(C=C(C=C1)C#CCN(C)C)Br)C 2-{3-[(1,3-benzothiazol-2-yl)amino]-4-methyl-5H,6H,7H-pyrido[2,3-c]pyridazin-8-yl}-5-(3-{2-bromo-4-[3-(dimethylamino)prop-1-yn-1-yl]phenoxy}propyl)-1,3-thiazole-4-carboxylic acid